[4-[4-(trifluoromethoxy)phenyl]-6,7-dihydrofuro[3,2-d]pyrimidin-2-yl]methylamine FC(OC1=CC=C(C=C1)C=1C2=C(N=C(N1)CN)CCO2)(F)F